C[C@]1(C[C@]2(CN(C(O2)=O)CC2=NC(=CC=C2)C=2C=NN(C2)C)CCC1)CN1C=NC2=C1C=C(C=C2)C#N 1-(((5s,7s)-7-methyl-3-((6-(1-methyl-1H-pyrazol-4-yl)pyridin-2-yl)methyl)-2-oxo-1-oxa-3-azaspiro[4.5]decan-7-yl)methyl)-1H-benzo[d]imidazole-6-carbonitrile